CC(C(C)C)S[SiH3] 1,2-dimethylpropylthiosilane